C1(=CC(=CC=C1)CN1C2=C(OC(C1=O)(C)C)C=CC(=C2)C(=O)NO)C2=CC=CC=C2 4-([1,1'-biphenyl]-3-ylmethyl)-N-hydroxy-2,2-dimethyl-3-oxo-3,4-dihydro-2H-benzo[b][1,4]oxazine-6-carboxamide